2-(1-acryloyl-4-(7-(6-methyl-1H-indol-1-yl)-2-(2-morpholinoethoxy)-5,6,7,8-tetrahydroquinazolin-4-yl)piperazin-2-yl)acetonitrile C(C=C)(=O)N1C(CN(CC1)C1=NC(=NC=2CC(CCC12)N1C=CC2=CC=C(C=C12)C)OCCN1CCOCC1)CC#N